4-[[3-fluoro-2-methoxy-propyl]-[4-(5,6,7,8-tetrahydro-1,8-naphthyridin-2-yl)butyl]amino]-2-[[1-(6-methoxy-2-pyridyl)cyclopropanecarbonyl]amino]butanoic acid FCC(CN(CCC(C(=O)O)NC(=O)C1(CC1)C1=NC(=CC=C1)OC)CCCCC1=NC=2NCCCC2C=C1)OC